tert-Butyl ((1-(5-iodo-1-methyl-6-oxo-1,6-dihydropyrimidin-2-yl)-4-methylpiperidin-4-yl)methyl)carbamate IC1=CN=C(N(C1=O)C)N1CCC(CC1)(C)CNC(OC(C)(C)C)=O